C(C)OC(=O)C=1NC=C(C1C#CC1=CC=C(C=C1)F)C(=O)OCC 3-((4-fluorophenyl)ethynyl)-1H-pyrrole-2,4-dicarboxylic acid diethyl ester